2-Hydroxypentadecane OC(C)CCCCCCCCCCCCC